C(C1=CC=CC=C1)O[C@@H](C)[C@H](CC)NN ((2S,3S)-2-(benzyloxy)pentan-3-yl)hydrazine